O[C@H]1CN(CC1)C(=O)OC(C)(C)C tert-butyl (R)-3-hydroxypyrrolidin-1-carboxylate